2-ethenyl-6-methyl-N-(3-[4'-(trifluoromethoxy)-[1,1'-biphenyl]-4-yl]propyl)thieno[2,3-d]pyrimidin-4-amine C(=C)C=1N=C(C2=C(N1)SC(=C2)C)NCCCC2=CC=C(C=C2)C2=CC=C(C=C2)OC(F)(F)F